dimethylsilylbis(4,5,6,7-tetrahydroindenyl)zirconium dichloride [Cl-].[Cl-].C[SiH](C)[Zr+2](C1C=CC=2CCCCC12)C1C=CC=2CCCCC12